6-(6-(6-(1-acryloylazetidine-3-carbonyl)-3,6-diazabicyclo[3.1.1]heptan-3-yl)pyridin-3-yl)-4-methoxypyrazolo[1,5-a]pyridine-3-carbonitrile C(C=C)(=O)N1CC(C1)C(=O)N1C2CN(CC1C2)C2=CC=C(C=N2)C=2C=C(C=1N(C2)N=CC1C#N)OC